S1C=NC2=C1C(=CC=C2)S(=O)(=O)CCC(=O)N2C(CN(CC2C)C2=NC=C(C=C2C)F)C 3-(1,3-benzothiazole-7-sulfonyl)-1-[4-(5-fluoro-3-methylpyridin-2-yl)-2,6-dimethylpiperazin-1-yl]propan-1-one